(piperidin-4-yl)-8-(trifluoromethyl)quinolin-5-amine hydrochloride Cl.N1CCC(CC1)C1=NC=2C(=CC=C(C2C=C1)N)C(F)(F)F